O=C1CC2=C(N1CC1=CC=C(C=C1)C(F)(F)F)C(=CS2)C(=O)NC2(CC2)C2=CC=C(C(=O)O)C=C2 4-(1-{[5-oxo-4-(4-trifluoromethylbenzyl)-5,6-dihydro-4H-thieno[3,2-b]pyrrole-3-carbonyl]amino}cyclopropyl)benzoic acid